1-(4-bromo-3-fluorophenyl)pyrrolidin-2-one BrC1=C(C=C(C=C1)N1C(CCC1)=O)F